FC([S@@](=O)C1=CN(C=2CCC([C@H](C12)O)(F)F)C1=CC(=C(C=C1)F)C(F)(F)F)F (S)-3-((S)-(difluoromethyl)sulfinyl)-5,5-difluoro-1-(4-fluoro-3-(trifluoromethyl)phenyl)-4,5,6,7-tetrahydro-1H-indol-4-ol